C(C)(=O)N1S(C2=C(C=CC(=C2)C(F)(F)F)C12C(N(C(C2)=O)C)=O)(=O)=O 2-acetyl-6-trifluoromethyl-1'-methyl-2H-spiro[benzo[d]isothiazole-3,3'-pyrrolidine]-2',5'-dione 1,1-dioxide